FC(C(=O)C1C(C2=CC=CC=C2C1)=O)(F)F 2-(trifluoroacetyl)-1-indanone